C(#N)[C@@]1(CN(CC1)C(=O)OC(C)(C)C)C tert-Butyl (3S)-3-cyano-3-methylpyrrolidine-1-carboxylate